tert-Butyl 2-(3,4-diamino-2-fluorophenyl)benzoate NC=1C(=C(C=CC1N)C1=C(C(=O)OC(C)(C)C)C=CC=C1)F